5-chloro-N-(1-(2-cyano-4-fluorophenyl)ethyl)-2-methoxy-N-methylnicotinamide ClC=1C=NC(=C(C(=O)N(C)C(C)C2=C(C=C(C=C2)F)C#N)C1)OC